2-methyl-2-(methylsulfonyl)-4-(4-(4-(thiophen-3-yl)phenyl)-3,6-dihydropyridin-1(2H)-yl)-N-hydroxy-butyramide CC(C(=O)NO)(CCN1CCC(=CC1)C1=CC=C(C=C1)C1=CSC=C1)S(=O)(=O)C